CC1=NN(C(=C1)C)C=1C=C(C=CC1)[C@@H](CN1CC2(C1)CCN(CC2)C(=O)OC(C)(C)C)CC(=C=O)OC tert-butyl (S)-2-(2-(3-(3,5-dimethyl-1H-pyrazol-1-yl)phenyl)-4-methoxy-4-carbonylbutyl)-2,7-diazaspiro[3.5]nonane-7-carboxylate